O1C=C(C2=C1C=CC=C2)C2=NN(C1=C2C=NC(=C1)C(=O)N1CC(CCC1)O)CS(=O)(=O)C (3-benzofuran-3-yl-1-methanesulfonylmethyl-1H-pyrazolo[4,3-c]pyridin-6-yl)-(3-hydroxy-piperidin-1-yl)-methanone